(4S)-7,8-difluoro-N-(2,2-difluoroethyl)-6-(2,6-difluorophenyl)-4-methyl-4H-[1,2,4]triazolo[1,5-a][1,4]benzodiazepine-2-Carboxamide FC1=C(C=CC2=C1C(=N[C@H](C=1N2N=C(N1)C(=O)NCC(F)F)C)C1=C(C=CC=C1F)F)F